(S)-(3-HYDROXYPYRROLIDIN-1-YL)-ACETIC ACID O[C@@H]1CN(CC1)CC(=O)O